6-((2-fluoro-4-(trifluoromethyl)phenyl)carbamoyl)cyclohexane-1-carboxylic acid FC1=C(C=CC(=C1)C(F)(F)F)NC(=O)C1CCCCC1C(=O)O